N-(2-methylbiphenyl-3-yl)-2-vinylpyrido[3,4-b]Pyrazin-5-amine CC1=C(C=CC=C1NC1=NC=CC=2C1=NC=C(N2)C=C)C2=CC=CC=C2